Cl.N[C@@H]1COC2(CN(C2)C(=O)OC(C)(C)C)C1 tert-butyl (S)-7-amino-5-oxa-2-azaspiro[3.4]octane-2-carboxylate hydrochloride